2-(2-(2-aminoacetamido)acetamido)acetic acid NCC(=O)NCC(=O)NCC(=O)O